1-{(1R)-1-[(2S)-5-oxopyrrolidin-2-yl]ethoxy}-7-(prop-2-yloxy)isoquinoline-6-carboxamide O=C1CC[C@H](N1)[C@@H](C)OC1=NC=CC2=CC(=C(C=C12)OC(C)C)C(=O)N